C(C)(=O)N([C@@H](C)C(=O)O)C1=CC=CC=C1 N-acetyl-phenyl-alanine